tert-butyl (2S)-4-((3-((3-amino-3-oxopropyl)amino)benzo[d]isoxazol-5-yl)methyl)-2-methylpiperidine-1-carboxylate NC(CCNC1=NOC2=C1C=C(C=C2)CC2C[C@@H](N(CC2)C(=O)OC(C)(C)C)C)=O